BrC=1N=CN(C1)C1=NC2=CC(=CC=C2C(=N1)C)C(F)(F)F 2-(4-bromoimidazol-1-yl)-4-methyl-7-(trifluoromethyl)quinazoline